[Si](C1=CC=CC=C1)(C1=CC=CC=C1)(C(C)(C)C)O[C@@H]1C[C@@H](N(C1)C(=O)OC(C)(C)C)CO tert-butyl (2R,4R)-4-[(tert-butyldiphenylsilyl)oxy]-2-(hydroxymethyl)pyrrolidine-1-carboxylate